5-(4-methoxyphenyl)-4-(3-pyrrolidinyl)-3-hydroxyisothiazole hydrobromide Br.COC1=CC=C(C=C1)C1=C(C(=NS1)O)C1CNCC1